C(C)(C)(C)C1=NC(=NO1)C(=O)NCC1=C(C=C(C=C1)C=1C=2N(N=CC1)C=C(C2)CCO)C 5-(tert-butyl)-N-(4-(6-(2-hydroxyethyl)pyrrolo[1,2-b]pyridazin-4-yl)-2-methylbenzyl)-1,2,4-oxadiazole-3-carboxamide